(2R,5S)-N'-Acetyl-5-(4-chlorobenzyl)-4-(4-(5-methyloxazol-2-yl)cyclohexyl)morpholin-2-carbohydrazid C(C)(=O)NNC(=O)[C@H]1CN([C@H](CO1)CC1=CC=C(C=C1)Cl)C1CCC(CC1)C=1OC(=CN1)C